COC(=O)C1CN(C(C1)=O)C(C)C1=CC=C(C=C1)OC 1-(1-(4-methoxyphenyl)ethyl)-5-oxopyrrolidine-3-carboxylic acid methyl ester